1-(3-(4-amino-5-(4-cyclopropoxyphenyl)-7-methyl-7H-pyrrolo[2,3-d]pyrimidin-6-yl)pyrrolidin-1-yl)prop-2-en-1-one NC=1C2=C(N=CN1)N(C(=C2C2=CC=C(C=C2)OC2CC2)C2CN(CC2)C(C=C)=O)C